FC1=CC=C2[C@@H]([C@H](COC2=C1)OCCOC)NC=1C2=C(N=CN1)NC(=C2)C(F)(F)F N-[(3R,4S)-7-fluoro-3-(2-methoxyethoxy)chroman-4-yl]-6-(trifluoromethyl)-7H-pyrrolo[2,3-d]pyrimidin-4-amine